O1CCN(CC1)C=1C2=C(N=C(N1)N1N=C(C=C1)C1=CC=CC=C1)C=C(C=N2)C=2CCN(CC2)C(=O)OC(C)(C)C tert-butyl 4-(4-morpholino-2-(3-phenyl-1H-pyrazol-1-yl)pyrido[3,2-d]pyrimidin-7-yl)-3,6-dihydropyridine-1(2H)-carboxylate